ClC=1C(=C(C=C(C1)F)C(C)N1C(NC(C1)=O)=O)COC1=CC=C(C=C1)OC 3-(1-(3-chloro-5-fluoro-2-((4-methoxyphenoxy)methyl)phenyl)ethyl)-2,5-dioxoimidazolidin